C(C)OC(C1=CN=C(C=C1C1=C(C=CC=C1OC)F)CN)=O 6-(aminomethyl)-4-(2-fluoro-6-methoxyphenyl)nicotinic acid ethyl ester